ClC1=C(C(=O)N[C@H]2[C@H]3CC[C@@H](C2)N3C#N)C=CC(=C1)N1S(CCC1)(=O)=O 2-chloro-N-((1R,2R,4S)-7-cyano-7-azabicyclo[2.2.1]heptan-2-yl)-4-(1,1-dioxido-1,2-thiazolidin-2-yl)benzamide